C(C)(C)(C)OC(=O)N[C@@H](CC1=CC=C(C=C1)N)C(=O)O t-butoxycarbonyl-4-amino-L-phenylalanine